4-amino-3-chloro-N-(1-(1-(((3S)-2-ethoxy-5-oxotetrahydrofuran-3-yl)amino)-1-oxopropan-2-yl)-2-oxo-1,2-dihydropyridin-3-yl)benzamide NC1=C(C=C(C(=O)NC=2C(N(C=CC2)C(C(=O)N[C@@H]2C(OC(C2)=O)OCC)C)=O)C=C1)Cl